N-[(3,5-DICHLOROPHENYL)METHYL]-6-(TRIFLUOROMETHYL)-7H-PYRROLO[2,3-D]PYRIMIDIN-4-AMINE ClC=1C=C(C=C(C1)Cl)CNC=1C2=C(N=CN1)NC(=C2)C(F)(F)F